Tert-butyl 2-(4-(5-chloro-2-(4-chloro-1H-1,2,3-triazol-1-yl)phenyl)-2,5-dioxopiperazine-1-yl)-3-(4-cyanophenyl)propanoate ClC=1C=CC(=C(C1)N1CC(N(CC1=O)C(C(=O)OC(C)(C)C)CC1=CC=C(C=C1)C#N)=O)N1N=NC(=C1)Cl